C(#N)C1=C(C(=CC=C1OC1=CC=2C=3N(C=NC2C=C1)CCN3)F)NS(=O)(=O)CCC N-(2-Cyano-3-((2,3-dihydroimidazo[1,2-c]quinazolin-9-yl)oxy)-6-fluorophenyl)propane-1-sulfonamide